Cl.NCC=1C(NC(=CC1C)C)=O 3-aminomethyl-4-methyl-6-methylpyridin-2(1H)-one hydrochloride